NC1=C(C[C@H](N(C1)C(C1=CC(=C(C=C1)Cl)Cl)=O)C)C(=O)OCC ethyl (R)-5-amino-1-(3,4-dichlorobenzoyl)-2-methyl-1,2,3,6-tetrahydropyridine-4-carboxylate